(4-((3-fluoro-5-(trifluoromethyl)pyridin-2-yl)amino)-3-(1-methyl-1H-imidazol-4-yl)phenyl)acrylamide FC=1C(=NC=C(C1)C(F)(F)F)NC1=C(C=C(C=C1)C(C(=O)N)=C)C=1N=CN(C1)C